BrC1=CC=CC=2C3=C(OC21)C=CC=C3Cl 6-bromo-1-chlorodibenzo[b,d]furan